(S)-4-methoxy-1-(3-(methyl-(1,2,3,4-tetrahydroisoquinolin-8-yl)amino)pyrrolidin-1-yl)butan-1-one COCCCC(=O)N1C[C@H](CC1)N(C=1C=CC=C2CCNCC12)C